(R)-6-tert-butyl 4a-methyl 1-(4-chlorophenyl)-4a,5,7,8-tetrahydro-1H-pyrazolo[3,4-g]isoquinoline-4a,6(4H)-dicarboxylate ClC1=CC=C(C=C1)N1N=CC2=C1C=C1CCN(C[C@]1(C2)C(=O)OC)C(=O)OC(C)(C)C